C1(CC1)C1=NC=C(C(=N1)NC1CCC2=CC=C(C=C12)OC)C#N 2-cyclopropyl-4-((6-methoxy-2,3-dihydro-1H-inden-1-yl)amino)pyrimidine-5-carbonitrile